3,5-diamino-4'-n-tetradecyl-benzophenone NC=1C=C(C(=O)C2=CC=C(C=C2)CCCCCCCCCCCCCC)C=C(C1)N